(+/-)-1-tert-Butyl cis,trans-3-Methyl 4-(4-Methoxyphenyl)-6-methylpiperidine-1,3-dicarboxylate COC1=CC=C(C=C1)C1C(CN(C(C1)C)C(=O)OC(C)(C)C)C(=O)OC